ClC=1C(=CC(=C(C(=O)NC=2C=[N+](C=CC2)[O-])C1)OC1=CC=C(C=C1)OC(F)(F)F)SC(F)(F)F 3-(5-chloro-2-(4-(trifluoromethoxy)phenoxy)-4-((trifluoromethyl)thio)benzamido)pyridine 1-oxide